C1(=CC=CC=C1)C1=NC(=NC(=N1)C1=CC=CC=C1)C=1C=C(C=CC1)C1=C2C=CC=CC2=C(C2=CC=CC=C12)C1=CC=C(C=C1)P(C)C (4-(10-(3-(4,6-diphenyl-1,3,5-triazin-2-yl)phenyl)anthracen-9-yl)phenyl)dimethylphosphine